CC1=CC2=C(N=C3N(C2=O)CCCC3)O1 2-methyl-6,7,8,9-tetrahydro-4H-furo[2,3-d]pyrido[1,2-a]pyrimidin-4-one